2-(6-(benzylthio)-8-chloroindolizin-3-yl)-5-(difluoromethyl)-1,3,4-thiadiazole C(C1=CC=CC=C1)SC1=CN2C(=CC=C2C(=C1)Cl)C=1SC(=NN1)C(F)F